(5-(((5-fluoro-2,3-dihydrobenzofuran-4-yl)methyl)amino)-8-(2-methyl-4-(methylsulfonyl)phenyl)imidazo[1,2-c]pyrimidin-2-yl)methanol FC=1C=CC2=C(CCO2)C1CNC1=NC=C(C=2N1C=C(N2)CO)C2=C(C=C(C=C2)S(=O)(=O)C)C